tert-butyl-2-(2-(aminomethyl)piperidin-1-yl)-5-nitroterephthalic acid C(C)(C)(C)C=1C(=C(C(=O)O)C=C(C1C(=O)O)[N+](=O)[O-])N1C(CCCC1)CN